(2-chloro-4-(isopropylamino)-5-nitro-1-((2-(trimethylsilyl)ethoxy)methyl)-1H-pyrrolo[2,3-b]pyridin-3-yl)-3,6-dihydropyridine-1(2H)-carboxylic acid tert-butyl ester C(C)(C)(C)OC(=O)N1C(CC=CC1)C1=C(N(C2=NC=C(C(=C21)NC(C)C)[N+](=O)[O-])COCC[Si](C)(C)C)Cl